C(#N)C1=CC(=C(C=C1)[C@@H]1C(=C(NC2=C(C=NC(=C12)OCC)C)C)C(=O)N)OC (S)-4-(4-Cyano-2-methoxyphenyl)-5-ethoxy-2,8-dimethyl-1,4-dihydro-1,6-naphthyridin-3-carboxamid